CC(CC(C)=O)C(CC)C 4,5-dimethyl-2-heptanone